C(C)(C)(C)OC(=O)N1CC=2N(CC1)N=CC2C(=O)N2CCC1=CC(=CC=C21)S(=O)(=O)N2CCN(CC2)C2=NC(=CC(=C2)C(F)(F)F)Cl 3-[5-[4-[6-chloro-4-(trifluoromethyl)-2-pyridinyl]piperazin-1-yl]sulfonylindoline-1-carbonyl]-6,7-dihydro-4H-pyrazolo[1,5-a]pyrazine-5-carboxylic acid tert-butyl ester